ClC(CSC(C(=O)Cl)CC(=O)Cl)=O 2-(2-chloro-2-oxoethyl)sulfanylbutanedioyl dichloride